ClC=1C=C(C=CC1Cl)C(=O)N1CC=2C(=NN3C2C=2C(CCC3)=CON2)C[C@H]1C (3,4-dichlorophenyl)[(10R)-10-methyl-5,6,9,10-tetrahydro-4H-[1,2]oxazolo-[3,4-c]pyrido[4',3':3,4]pyrazolo[1,5-a]azepin-11(12H)-yl]methanone